(S)-N-Ethyl-5-(5-ethyl-1,2,4-oxadiazol-3-yl)-2,3-dihydro-1H-inden-1-carboxamid C(C)NC(=O)[C@H]1CCC2=CC(=CC=C12)C1=NOC(=N1)CC